N1C(NC2=NC=CC=C21)=O 3H-imidazo[4,5-b]pyridine-2-one